C1(CCCCCC1)C1=NC=CC2=CC=CC=C12 1-cycloheptyl-isoquinoline